diethyl 2-cyclohexylmethylmalonate C1(CCCCC1)CC(C(=O)OCC)C(=O)OCC